6-methoxy-5-(3-oxocyclobutyl)nicotinic acid methyl ester COC(C1=CN=C(C(=C1)C1CC(C1)=O)OC)=O